4-(2-cyanobenzoyl)-1H-pyrrole-2-carboxylic acid C(#N)C1=C(C(=O)C=2C=C(NC2)C(=O)O)C=CC=C1